2,2'-bis(cyclopenta[a]naphthalene-2-yl)-4,4',5,5'-tetramethylbiphenyl C1C(=CC=2C1=C1C=CC=CC1=CC2)C2=C(C=C(C(=C2)C)C)C2=C(C=C(C(=C2)C)C)C2=CC=1C(=C3C=CC=CC3=CC1)C2